FC1=C(CC2=NC3=C(N2C[C@H]2OCC2)C=C(C=C3)C(=O)O)C=C(C(=C1)C1=NC(=CC=C1)OCC=1SC(=CN1)C=1C=NN(C1)C1COC1)F (S)-2-(2,5-difluoro-4-(6-((5-(1-(oxetan-3-yl)-1H-pyrazol-4-yl)thiazol-2-yl)methoxy)pyridin-2-yl)benzyl)-1-(oxetan-2-ylmethyl)-1H-benzo[d]imidazole-6-carboxylic acid